1-oxo-3,3-diphenylprop-2-yl-carbamic acid tert-butyl ester C(C)(C)(C)OC(NC(C=O)C(C1=CC=CC=C1)C1=CC=CC=C1)=O